C(C1=CC=CC=C1)NC1=NC=NC2=CC(=C(C=C12)OC1CCN(CC1)C(C=C)=O)OC 1-(4-((4-(benzylamino)-7-methoxyquinazolin-6-yl)oxy)piperidin-1-yl)prop-2-en-1-one